γ-(6-formyl-7-hydroxy-1,2,3,4-tetrahydroquinol-1-yl)butyric acid tert-butyl ester C(C)(C)(C)OC(CCCN1CCCC2=CC(=C(C=C12)O)C=O)=O